N1-(5-Methyl[1,2,4]triazolo[1,5-a]pyrimidin-7-yl)-N4-2-pyridinyl-1,4-cyclohexanediamine CC1=NC=2N(C(=C1)NC1CCC(CC1)NC1=NC=CC=C1)N=CN2